NCCN1C(C2=CC=CC=3C2=C(C1=O)C=CC3C#CC3=CC=C(C=C3)N(C)C)=O 2-(2-aminoethyl)-6-((4-(dimethylamino)phenyl)ethynyl)-1H-benzo[de]isoquinoline-1,3(2H)-dione